CC1=C(C=C(C=C1)[N+](=O)[O-])O 2-Methyl-5-nitrophenol